FC(C1=CC=C(CNC2(CN(C2)C(=O)OC(C)(C)C)C(=O)OCC)C=C1)(F)F 1-(tert-butyl) 3-ethyl 3-((4-(trifluoromethyl)benzyl)amino)azetidine-1,3-dicarboxylate